O[C@@]1([C@@H](CC[C@H](C1)C)C(C)C)C(=O)NC[C@H](C1=CC=CC=C1)NC([C@@H](C)NC(OC(C)(C)C)=O)=O tert-butyl ((R)-1-(((S)-2-((1S,2S,5R)-1-hydroxy-2-isopropyl-5-methylcyclohexane-1-carboxamido)-1-phenylethyl)amino)-1-oxopropan-2-yl)carbamate